C(#N)C=1C=C(C=CC1)CC(=O)NC1=CC(=C(C=C1)C1=C(C=CC=C1)NC(C=C)=O)C N-(4'-(2-(3-cyanophenyl)acetamido)-2'-methyl-[1,1'-biphenyl]-2-yl)acrylamide